(S)-2-(butylsulfonamido)-3-(4-(4-(pyridin-4-yl)butoxy)phenyl)propionic acid C(CCC)S(=O)(=O)N[C@H](C(=O)O)CC1=CC=C(C=C1)OCCCCC1=CC=NC=C1